[Cl-].C1(=C(C=CC=C1)C(C(=O)OC1C[N+](CC1)(C)C)O)C1=CC=CC=C1 3-(2-([1,1'-biphenyl]-2-yl)-2-hydroxyacetoxy)-1,1-dimethylpyrrolidin-1-ium chloride